C1(CC1)C1=CC2=C(C(N(CCO2)C2=C(C(=CC=C2)C=2C3=C(N=CN2)NC(=C3)C3=CC=C(C=C3)CN3CCN(CC3)C)CO)=O)C=C1 8-cyclopropyl-4-[2-(hydroxymethyl)-3-[6-[4-[(4-methylpiperazin-1-yl)methyl]phenyl]-7H-pyrrolo[2,3-d]pyrimidin-4-yl]phenyl]-2,3-dihydro-1,4-benzoxazepin-5-one